N1C(=NC2=C1C=CC=C2)C2=CC(=NN2)NC(C2=CC=C(C=C2)N2CCN(CC2)C2COC2)=O N-[5-(1H-benzimidazol-2-yl)-1H-pyrazol-3-yl]-4-[4-(oxetan-3-yl)piperazin-1-yl]benzamide